3,5,6-trimethylnonane CC(CC)CC(C(CCC)C)C